sodium octadecylamide acetate C(C)(=O)O.C(CCCCCCCCCCCCCCCCC)[NH-].[Na+]